8-methacryloylaminooctyl-methyldimethoxysilane C(C(=C)C)(=O)NCCCCCCCC[Si](OC)(OC)C